C(CC(CBr)(C#N)Br)C#N The molecule is an organobromine compound that consists of pentanedinitrile bearing bromo and bromomethyl substituents at position 2. It has a role as an allergen and a sensitiser. It is an organobromine compound and an aliphatic nitrile.